C(C)NC=1C=C(C=C2[C@@](C(NC12)=O)(C)N1C[C@@H](CCC1)OC1=CC=C(C=C1)S(=O)(=O)F)F 4-[[(3R)-1-[(3R)-7-(ethylamino)-5-fluoro-3-methyl-2-oxo-indolin-3-yl]-3-piperidyl]oxy]benzenesulfonyl fluoride